FC1=C(C=C(C=C1)F)C1=C(C(=NC(=C1)C)N1CC(CC1)(F)F)NC(=O)C=1C=NN(C1)C(C)C N-(4-(2,5-difluorophenyl)-2-(3,3-difluoropyrrolidin-1-yl)-6-methyl-pyridin-3-yl)-1-isoprop-yl-1H-pyrazole-4-carboxamide